(3R,7S)-7-(((tert-butyldiphenylsilyl)oxy)methyl)-3-methyl-1,2,3,4,8,9-hexahydropyrido[4',3':3,4]pyrazolo[1,5-a]pyrazin-10(7H)-one [Si](C1=CC=CC=C1)(C1=CC=CC=C1)(C(C)(C)C)OC[C@@H]1CNC(C=2N1N=C1C2CN[C@@H](C1)C)=O